N-(3-(azetidine-1-sulfonimidoyl)phenyl)-4-((2-hydroxyethyl)sulfonamido)-2-(6-azaspiro[2.5]octan-6-yl)benzamide N1(CCC1)S(=O)(=N)C=1C=C(C=CC1)NC(C1=C(C=C(C=C1)NS(=O)(=O)CCO)N1CCC2(CC2)CC1)=O